C(C)(=O)CC(C)=O.[V+4] vanadium(4+) acetylacetone